NC1=NC(=CC(=N1)C=1N=NN(C1)CC1=CC=CC(=N1)C(CCC(=O)O)(C)C)C1=C(C(=CC=C1)Cl)OC 4-[6-({4-[2-amino-6-(3-chloro-2-methoxyphenyl)-4-pyrimidinyl]-1H-1,2,3-triazol-1-yl}methyl)-2-pyridinyl]-4-methylpentanoic acid